(4-(4-cyanophenyl)piperidine-1-carbonyl)-2-methyl-N-(6-(pyrrolidin-1-yl)pyridin-3-yl)benzamide C(#N)C1=CC=C(C=C1)C1CCN(CC1)C(=O)C=1C(=C(C(=O)NC=2C=NC(=CC2)N2CCCC2)C=CC1)C